3',5'-dichloro-5-((2-(piperazin-1-yl)pyrimidin-5-yl)oxy)-[1,1'-biphenyl]-3-carboxylic acid methyl ester COC(=O)C=1C=C(C=C(C1)OC=1C=NC(=NC1)N1CCNCC1)C1=CC(=CC(=C1)Cl)Cl